C(C1=CC=CC=C1)NCCC1(COC1)C1=CC=C(C=C1)OC N-benzyl-2-(3-(4-methoxyphenyl)oxetan-3-yl)ethanamine